[Cl-].C(C)[N+](CCCCCC)(CC)CC Triethylhexyl-ammonium chloride